(2R*)-1-{3-[(1R)-1-{[6-(dimethylphosphoryl)-2-methylpyrido[3,4-d]pyrimidin-4-yl]amino}ethyl]-2-fluorophenyl}-1,1-difluoro-3-methylbutan-2-ol CP(=O)(C)C1=CC2=C(N=C(N=C2N[C@H](C)C=2C(=C(C=CC2)C([C@@H](C(C)C)O)(F)F)F)C)C=N1 |o1:22|